6-methoxybenzo[d]oxazol-2-amine COC1=CC2=C(N=C(O2)N)C=C1